C(C)(C)(C)C=1C=C(C=CC1)C12CNCC2C1 1-(3-(tert-Butyl)phenyl)-3-azabicyclo[3.1.0]hexane